C(C)OC1=C(\C=C/2\ON(OS2)CCCCCCC(=O)NO)C=CC=C1 (Z)-7-(5-(2-ethoxybenzylidene)-2,4-dioxathiazolidine-3-yl)-N-hydroxyheptanamide